FC(C1=C(C=C(C=C1)C(F)(F)F)C(=O)NC=1C=C(C2=C(NC(=N2)COC)C1)C(=O)NC1=C(C(=CC=C1)Cl)C)(F)F 6-({[2,5-bis(trifluoromethyl)phenyl]carbonyl}amino)-N-(3-chloro-2-methylphenyl)-2-(methoxymethyl)-1H-benzimidazole-4-carboxamide